(R)-N-((4'S)-1-(3-iodo-1-(tetrahydro-2H-pyran-2-yl)-1H-pyrazolo[3,4-b]pyrazin-6-yl)-4'H,6'H-spiro[piperidine-4,5'-pyrrolo[1,2-b]pyrazol]-4'-yl)-2-methylpropan-2-sulfinamide IC1=NN(C2=NC(=CN=C21)N2CCC1([C@@H](C=3N(N=CC3)C1)N[S@](=O)C(C)(C)C)CC2)C2OCCCC2